8-Iodo-2-(methylsulfinyl)-N-(4-(pyridin-2-yl)benzyl)pyrazolo[1,5-a][1,3,5]triazin-4-amine IC=1C=NN2C1N=C(N=C2NCC2=CC=C(C=C2)C2=NC=CC=C2)S(=O)C